5-(2-azidoethyl)-7-(((4-azidopyridin-2-yl)amino)(2,3-dichlorophenyl)methyl)quinolin-8-ol N(=[N+]=[N-])CCC1=C2C=CC=NC2=C(C(=C1)C(C1=C(C(=CC=C1)Cl)Cl)NC1=NC=CC(=C1)N=[N+]=[N-])O